N-(2-((4-(2-((3-(1H-Imidazol-1-yl)benzyl)(3,4-dimethoxybenzyl)amino)ethyl)phenyl)carbamoyl)-4,5-dimethoxyphenyl)-4-oxo-4H-chromene-2-carboxamide N1(C=NC=C1)C=1C=C(CN(CCC2=CC=C(C=C2)NC(=O)C2=C(C=C(C(=C2)OC)OC)NC(=O)C=2OC3=CC=CC=C3C(C2)=O)CC2=CC(=C(C=C2)OC)OC)C=CC1